N-(3-(5-(3-Fluoro-4-((4-methylpyrimidin-2-yl)oxy)phenyl)-2-((1-methyl-1H-pyrazol-4-yl)amino)pyrimidin-4-yl)phenyl)propionylamide FC=1C=C(C=CC1OC1=NC=CC(=N1)C)C=1C(=NC(=NC1)NC=1C=NN(C1)C)C=1C=C(C=CC1)CCC(=O)[NH-]